[C@H]12CNC[C@H](CC1)N2C2=NC(=NC1=C(C(=C(C=C21)CC)C2=CC=C(C1=C2N=C(S1)N)F)F)OC[C@]12CCCN2C[C@@H](C1)F 4-(4-((1R,5S)-3,8-diazabicyclo[3.2.1]octan-8-yl)-6-ethyl-8-fluoro-2-(((2R,7aS)-2-fluorotetrahydro-1H-pyrrolizin-7a(5H)-yl)methoxy)quinazolin-7-yl)-7-fluorobenzo[d]thiazol-2-amine